(S)-1-methyl-N-(thieno[3,2-b]pyridin-5-ylmethyl)-4-(2-(4-(trifluoromethyl)phenyl)-2H-pyrazolo[3,4-d]pyrimidin-4-yl)piperazine-2-carboxamide CN1[C@@H](CN(CC1)C=1C=2C(N=CN1)=NN(C2)C2=CC=C(C=C2)C(F)(F)F)C(=O)NCC2=CC=C1C(=N2)C=CS1